[3-[4-(hydroxymethyl)phenyl]-4-[(1-methylcyclopropyl)methoxy]phenyl]-[4-(5-methyloxazolo[4,5-b]pyridin-2-yl)piperazin-1-yl]methanone OCC1=CC=C(C=C1)C=1C=C(C=CC1OCC1(CC1)C)C(=O)N1CCN(CC1)C=1OC=2C(=NC(=CC2)C)N1